ClC1=CC=CC=2CNCCOC21 9-chloro-2,3,4,5-tetrahydrobenzo[1,4]oxazepine